COC1=CC(=CC2=C1N=C(O2)C)NC(=O)C=2N=CC(=NC2)N2C[C@@H](CC2)N(C(OC(C)(C)C)=O)C tert-Butyl N-[(3R)-1-[5-[(4-methoxy-2-methyl-1,3-benzoxazol-6-yl)carbamoyl]pyrazin-2-yl]pyrrolidin-3-yl]-N-methyl-carbamate